ClC1=CC(=CC(=N1)C1=CC(=NC=N1)C(=O)NC)[C@@H]1CN([C@H](CO1)CF)CC1=CC=C(C=C1)OC 6-(6-chloro-4-((2R,5R)-5-(fluoromethyl)-4-(4-methoxybenzyl)morpholin-2-yl)pyridin-2-yl)-N-methylpyrimidine-4-carboxamide